1-allyl-6-chloro-1,3,4,9-tetrahydropyrrolo[2',3':4,5]pyrido[3,2-c][1,2,6]thiadiazine 2,2-dioxide C(C=C)N1S(NCC2=C1C1=C(C(=N2)Cl)C=CN1)(=O)=O